C1(=CC=CC=C1)C1(CCN(CC1)C(=O)C1=CC(=C2C=C(N=CC2=C1)OCCCC=1C=NC=CC1)C(=O)N1CCCCC1)C#N 4-phenyl-1-(5-(piperidine-1-carbonyl)-3-(3-(pyridin-3-yl)propoxy)isoquinoline-7-carbonyl)piperidine-4-carbonitrile